(S)-4-(3-amino-2-(dimethylamino)propyl)-N,3,5-trimethylbenzamide NC[C@H](CC1=C(C=C(C(=O)NC)C=C1C)C)N(C)C